NC1=CC(=NC=N1)NC1=CC(=C2N(C1=O)C1(NC2=O)CC2(C1)CC(C2)(F)F)C 6''-((6-AMINOPYRIMIDIN-4-YL)AMINO)-3,3-DIFLUORO-8''-METHYL-2''H-DISPIRO[CYCLOBUTANE-1,1'-CYCLOBUTANE-3',3''-IMIDAZO[1,5-A]PYRIDINE]-1'',5''-DIONE